(S)-3-cyclopropyl-N7-(4-(pyrimidin-2-yl)benzyl)-N5-(pyrrolidin-3-yl)pyrazolo[1,5-a]pyrimidine-5,7-diamine C1(CC1)C=1C=NN2C1N=C(C=C2NCC2=CC=C(C=C2)C2=NC=CC=N2)N[C@@H]2CNCC2